BrC1=C(C=C(C(=O)OC(C)(C)C)C=C1)Cl tert-butyl 4-bromo-3-chlorobenzoate